FC1(CCC(CC1)C(F)(F)F)/C=C/C1=CC(=NC=C1OC)NS(=O)(=O)C N-(4-((E)-2-((1s,4s)-1-fluoro-4-(trifluoromethyl)cyclohexyl)vinyl)-5-methoxypyridin-2-yl)methanesulfonamide